C(C)OC1=C(C=C2CCN(C(C2=C1)CCC1=CNC2=CC=C(C=C12)OC)C(=O)N1CCN(CC1)C)OC (7-ethoxy-6-methoxy-1-(2-(5-methoxy-1H-indol-3-yl)ethyl)-3,4-dihydroisoquinolin-2(1H)-yl)(4-methylpiperazin-1-yl)methanone